1-(3-(2-methoxy-2-oxoethyl)-2,3-dihydrobenzofuran-5-yl)-6-(trifluoromethoxy)-1H-indole-2-carboxylic acid COC(CC1COC2=C1C=C(C=C2)N2C(=CC1=CC=C(C=C21)OC(F)(F)F)C(=O)O)=O